(E)-2-methyl-3-phenyl-acrolein C/C(/C=O)=C\C1=CC=CC=C1